ClC(C1=CC(=CC=C1)C(F)(F)F)([2H])[2H] 1-(chloromethyl-d2)-3-(trifluoromethyl)benzene